C(C)(C)(C)C(C(=O)N)(C)C1=CC=C(C=C1)O tert-butyl-4-hydroxyphenylpropionamide